tert-butyl 4-[2-[2-[2-[4-[4-(4-fluoro-2-methoxy-phenyl)-1H-pyrrolo[2,3-b]pyridin-2-yl]-1-piperidyl]ethoxy]ethoxy]ethoxy]piperidine-1-carboxylate FC1=CC(=C(C=C1)C1=C2C(=NC=C1)NC(=C2)C2CCN(CC2)CCOCCOCCOC2CCN(CC2)C(=O)OC(C)(C)C)OC